(3,5-dibromo-4-hydroxyphenyl)(2-ethylpyrazolo[1,5-a]pyridin-3-yl)methanone BrC=1C=C(C=C(C1O)Br)C(=O)C=1C(=NN2C1C=CC=C2)CC